2-((1S,2S,4R)-4-hydroxy-2-methylcyclohexyl)-N-(imidazo[1,2-b]pyridazin-3-yl)-6-methoxy-2H-indazole-5-carboxamide O[C@H]1C[C@@H]([C@H](CC1)N1N=C2C=C(C(=CC2=C1)C(=O)NC1=CN=C2N1N=CC=C2)OC)C